1-(2-benzyl-4-(1-(pyridin-3-ylmethyl)-1H-pyrazol-3-yl)-5,7-dihydro-6H-pyrrolo[3,4-d]pyrimidin-6-yl)prop-2-en-1-one C(C1=CC=CC=C1)C=1N=C(C2=C(N1)CN(C2)C(C=C)=O)C2=NN(C=C2)CC=2C=NC=CC2